BrC1=CC(=NN1C1=C(C=CC=C1)C)C 5-bromo-3-methyl-1-(o-tolyl)-1H-pyrazole